C(C)C(C(=O)O)C1=CC=CC=C1.C1(=CC=CC=C1)CC(=O)OCC ethyl 2-phenylacetate (ETHYL PHENYL ACETATE)